(S)-N-((4-carbamimidoylthiophen-2-yl)methyl)-7-((9-oxo-9H-fluorene-3-carbonyl)glycyl)-1,4-dioxa-7-azaspiro[4.4]nonane-8-carboxamide C(N)(=N)C=1C=C(SC1)CNC(=O)[C@H]1N(CC2(OCCO2)C1)C(CNC(=O)C=1C=CC=2C(C3=CC=CC=C3C2C1)=O)=O